C(C1=CC=CC=C1)N1C([C@@H]2[C@](CC1)(CCN2)C)=O |r| rac-(3aS,7aS)-6-Benzyl-3a-methylhexahydro-1H-pyrrolo[2,3-c]pyridin-7(7aH)-one